COC1=NC=NC(=C1C1=NN2C(N(C(CC2)=O)CC2=CC=C(C=C2)C=2N(C=C(N2)C(F)(F)F)CC)=C1)OC 2-(4,6-dimethoxypyrimidin-5-yl)-4-(4-(1-ethyl-4-(trifluoromethyl)-1H-imidazol-2-yl)benzyl)-6,7-dihydropyrazolo[1,5-a]pyrimidin-5(4H)-one